1-(3-Bromophenyl)cyclopropan-1-formic acid BrC=1C=C(C=CC1)C1(CC1)C(=O)O